Cl.NC12CC(C1)(C2)C#N 3-aminobicyclo[1.1.1]pentane-1-carbonitrile hydrochloride